P(O)(=O)(OP(=O)(O)OP(=O)(O)O)OC[C@@H]1[C@H]([C@H]([C@@H](O1)C1=CN(C(=O)NC1=O)C)O)O 1-methyl-pseudouridine 5'-triphosphate